ls-2,6-di-tert-butyl-4-methylphenol C(C)(C)(C)C1=C(C(=CC(=C1)C)C(C)(C)C)O